[2-chloro-4-[[3-[3-(trifluoromethyl)-1H-pyrazol-4-yl]imidazo[1,2-a]pyrazin-8-yl]amino]phenyl]-[(3R)-3-methylpiperazin-1-yl]methanone ClC1=C(C=CC(=C1)NC=1C=2N(C=CN1)C(=CN2)C=2C(=NNC2)C(F)(F)F)C(=O)N2C[C@H](NCC2)C